7-(difluoromethoxy)-2-methyl-3,4-dihydro-3,6-methanobenzo[c]azocine-1,5(2H,6H)-dione FC(OC1=CC=CC=2C(N(C3CC(C(C21)C3)=O)C)=O)F